C(C)OC(C)=O.C(C)(=O)OCC ethyl acetate ethyl-acetate